5-(4,4,5,5-tetramethyl-1,3,2-dioxaborolan-2-yl)-2-(trifluoromethyl)pyridine-4-carbaldehyde CC1(OB(OC1(C)C)C=1C(=CC(=NC1)C(F)(F)F)C=O)C